2-chloro-4-(methylsulfonyl)-N-[4-(phenylamino)-6-(2-pyridyl)-1,3,5-triazin-2-yl]-benzamide ClC1=C(C(=O)NC2=NC(=NC(=N2)NC2=CC=CC=C2)C2=NC=CC=C2)C=CC(=C1)S(=O)(=O)C